Isoheptadecylmethacrylat C(CCCCCCCCCCCCCC(C)C)OC(C(=C)C)=O